glutamic acid diacetate ammonium salt [NH4+].C(CN([C@@H](CCC(=O)O)C(=O)O)CC(=O)[O-])(=O)[O-].[NH4+]